((1-(4-bromophenyl)piperidin-4-yl)methyl)piperazine-1-carboxylic acid tert-butyl ester C(C)(C)(C)OC(=O)N1C(CNCC1)CC1CCN(CC1)C1=CC=C(C=C1)Br